FC=1C=C(C2=CN(N=C2C1C(NC=1C=C(C=2N(C1)C=C(N2)C)F)=O)C)N2CCC(CC2)(C)N(C(OC(C)(C)C)=O)C tert-butyl N-[1-[6-fluoro-7-[(8-fluoro-2-methyl-imidazo[1,2-a]pyridin-6-yl)carbamoyl]-2-methyl-indazol-4-yl]-4-methyl-4-piperidyl]-N-methyl-carbamate